methyl-(2,2,2-triphenylacetyl)-D-leucine CN([C@H](CC(C)C)C(=O)O)C(C(C1=CC=CC=C1)(C1=CC=CC=C1)C1=CC=CC=C1)=O